2-{3-methoxy-4-[(1s,3s)-3-(dimethylamino)cyclobutoxy]phenylamino}-4-(1H-1,2,7-triazainden-5-ylamino)pyrimidine COC=1C=C(C=CC1OC1CC(C1)N(C)C)NC1=NC=CC(=N1)NC=1C=C2C=NNC2=NC1